C(C)(C)(C)OC(=O)N1[C@@H](CC(C1)=C)C(=O)OC (S)-methyl 1-(tert-butyloxycarbonyl)-4-methylenepyrrolidine-2-carboxylate